1,2-thiazinane 1-oxide S1(NCCCC1)=O